FC=1C=C(C=CC1)S(=O)(=O)NC1=CC=C(C=C1)N=CC=1C(=C2C=CC(OC2=CC1)(C)C)O 3-fluoro-N-(4-(((5-hydroxy-2,2-dimethyl-2H-chromen-6-yl)methylene)amino)phenyl)benzenesulfonamide